C(C1=CC=CC=C1)OC(=O)N1CC=CC=C1.COC=1C(=CC2=CN(N=C2C1)C1CCC(CC1)COCCC1CCNCC1)[N+](=O)[O-] 4-(2-(((1r,4r)-4-(6-methoxy-5-nitro-2H-indazol-2-yl)cyclohexyl)methoxy)ethyl)piperidine Benzyl-pyridine-1-carboxylate